O[C@H]1[C@@H]([C@H]([C@H](C1)O)CCCCCCC[N-]CC)\C=C\[C@H](CCC1=CC=CC=C1)O (Z)-7-[(1R,2R,3R,5S)-3,5-dihydroxy-2-[(1E,3S)-3-hydroxy-5-phenylpenten-1-yl]cyclopentyl]-N-ethylheptylamide